(S)-4-(3-(difluoromethoxy)-4-fluorophenoxy)-3,3-difluoropyrrolidine FC(OC=1C=C(O[C@@H]2C(CNC2)(F)F)C=CC1F)F